N1C=NC=C1C/C=C/C(=O)N[C@@H](CC1=CNC2=CC=CC=C12)C(=O)OC methyl (E)-(4-(1H-imidazol-5-yl)but-2-enoyl)-L-tryptophanate